(S)-N2-(8-((2,6-dimethylbenzyl)amino)-2,3-dimethylimidazo[1,2-a]pyridin-6-yl)-N1-methylazetidine-1,2-dicarboxamide CC1=C(CNC=2C=3N(C=C(C2)NC(=O)[C@H]2N(CC2)C(=O)NC)C(=C(N3)C)C)C(=CC=C1)C